(5-(Pyrazin-2-yl)isochroman-1-yl)methanamine hydrochloride salt Cl.N1=C(C=NC=C1)C1=C2CCOC(C2=CC=C1)CN